[Cu].NC1=NC=C(C2=C1C=NN2COCC[Si](C)(C)C)NC(C(N2[C@H](CC[C@@H](C2)C)C=2C=C1C=NN(C1=CC2)C(C)C)=O)=O |r| N-[4-Amino-1-(2-trimethylsilylethoxymethyl)pyrazolo[4,3-c]pyridin-7-yl]-2-oxo-2-[rac-(2R,5S)-2-(1-isopropylindazol-5-yl)-5-methyl-1-piperidyl]acetamide Copper